C(C)(C)[C@H]1NC2=C(OC1)C(=NC=N2)N2CC(C2)NC (R)-1-(7-Isopropyl-7,8-dihydro-6H-pyrimido[5,4-b][1,4]oxazin-4-yl)-N-methylazetidin-3-amine